C(#N)C(CCC(=O)OCC)C1=NC=CC2=C1C=C(S2)I ethyl 4-cyano-4-(2-iodothieno[3,2-c]pyridin-4-yl)butanoate